C12N(CC(NC1)CC2)C2=NC(=NC=1C(N(N=CC12)C1=CC(=CC2=CC=C(C(=C12)CC)F)O)=O)OCC12CCCN2CCC1 4-(2,5-Diazabicyclo[2.2.2]octan-2-yl)-7-(8-ethyl-7-fluoro-3-hydroxynaphthalen-1-yl)-2-((tetrahydro-1H-pyrrolizin-7a(5H)-yl)methoxy)pyrimido[4,5-d]pyridazin-8(7H)-one